3-{2-[(3,5-dimethylphenyl)amino]pyrimidin-4-yl}-N-[(1R,2S)-2-hydroxycyclohexyl]-1-methyl-1H-pyrazole-5-carboxamide CC=1C=C(C=C(C1)C)NC1=NC=CC(=N1)C1=NN(C(=C1)C(=O)N[C@H]1[C@H](CCCC1)O)C